[C@H]12COC[C@@H]2C1N(C1=CC2=C(N=CN=C2N)C(=N1)C=1C(=C(C=CC1C)O)C)C([2H])([2H])[2H] 3-((S)-6-(((1R,5S,6r)-3-oxabicyclo[3.1.0]hexan-6-yl)(methyl-d3)amino)-4-aminopyrido[3,4-d]pyrimidin-8-yl)-2,4-dimethylphenol